BrCC1=C(N=NN1C)C1=CC=C(C=C1)Cl 5-(bromomethyl)-4-(4-chlorophenyl)-1-methyl-1H-1,2,3-triazole